BrC=1C=CC(=C(C1)C1=CCC2(CC2)CC1)[N+](=O)[O-] 6-(5-bromo-2-nitrophenyl)spiro[2.5]oct-5-ene